C1OCC12N(CCCC2)CC(=O)NC=2C=C(C(=NC2)C)C=2N1C(SC2C=2C=NN(C2)C)=C(C=N1)C(=O)N (5-(2-(2-oxa-5-azaspiro[3.5]non-5-yl)acetamido)-2-methylpyridin-3-yl)-2-(1-methyl-1H-pyrazol-4-yl)pyrazolo[5,1-b]thiazole-7-carboxamide